FC=1C=C(C=CC1OC1=NC(=CC=C1)C)C1=C2N(C=3N=CN=CC31)CCN2C2=C(C(=CC=C2)[N+](=O)[O-])N(C)C2=CC=C(C=C2)OC 5-(3-Fluoro-4-((6-methylpyridin-2-yl)oxy)phenyl)-6-(2-((4-methoxyphenyl)(methyl)amino)-3-nitrophenyl)-7,8-dihydro-6H-imidazo[1',2':1,5]pyrrolo[2,3-d]pyrimidine